OC(C)C1=C2C=C(C(=NC2=CC(=C1)C)C#N)C1=CC=C(C=C1)C1(CCOCC1)OC 5-(1-hydroxyethyl)-3-(4-(4-methoxytetrahydro-2H-pyran-4-yl)phenyl)-7-methylquinoline-2-carbonitrile